sodium methylenebis(methylbenzenesulfonate) C(C1=C(C=CC=C1C)S(=O)(=O)[O-])C1=C(C=CC=C1C)S(=O)(=O)[O-].[Na+].[Na+]